Gamma-aminopropyl-dimethoxysilane NCCC[SiH](OC)OC